ethyl 1-(1-{2-[(tert-butyldimethylsilyl)oxy]ethyl}azetidin-3-yl)-6-chloro-7-[(2R)-2-{[(3-chloropyridin-2-yl)oxy]methyl}pyrrolidin-1-yl]-4-oxo-1,4-dihydroquinoline-3-carboxylate [Si](C)(C)(C(C)(C)C)OCCN1CC(C1)N1C=C(C(C2=CC(=C(C=C12)N1[C@H](CCC1)COC1=NC=CC=C1Cl)Cl)=O)C(=O)OCC